C(C)C(C1=CC(=C(C(=C1)C(C)(C)C)O)C(C)(C)C)P([O-])([O-])=O ethyl-3,5-di-t-butyl-4-hydroxybenzylphosphonate